[((2S)-2-aminobutanoyl)amino]-2-(4-boronobutyl)piperidine-2-carboxylic acid N[C@H](C(=O)NN1C(CCCC1)(C(=O)O)CCCCB(O)O)CC